FC1=C2CC3(CCN(CC3)C(=O)OC(C)(C)C)/C(/C2=C(C=C1)F)=N/[S@](=O)C(C)(C)C Tert-butyl (1Z)-4,7-difluoro-1-{[(R)-2-methylpropane-2-sulfinyl]imino}-1,3-dihydrospiro[indene-2,4'-piperidine]-1'-carboxylate